3-(dimethylamino)-2-(4-(trifluoromethyl)-1H-pyrazol-1-yl)acrylonitrile CN(C=C(C#N)N1N=CC(=C1)C(F)(F)F)C